2-({6-[(1,3-Benzothiazol-2-yl)amino]-5-cyclopropyl-4-methylpyridazin-3-yl}amino)-1,3-thiazole-4-carboxylic acid S1C(=NC2=C1C=CC=C2)NC2=C(C(=C(N=N2)NC=2SC=C(N2)C(=O)O)C)C2CC2